(3S,6S)-hexyl 8-benzyl-6-(4-hydroxybenzyl)-3-isobutyl-4,7-dioxohexahydropyrazino[2,1-c][1,2,4]oxadiazine-1(6H)-carboxylate C(C1=CC=CC=C1)N1CC2N(O[C@H](C(N2[C@H](C1=O)CC1=CC=C(C=C1)O)=O)CC(C)C)C(=O)OCCCCCC